ClC1=C(C(=O)O)C(=CC=N1)C(F)(F)F 2-chloro-4-(trifluoromethyl)nicotinic acid